ClC=1N=CC2=C(N1)NC(C2([2H])[2H])([2H])[2H] chloro-6,7-dihydro-5H-pyrrolo[2,3-d]pyrimidine-5,5,6,6-d4